dicyclohexyl-4-(N,N-dimethylamino)phenyl-phosphine C1(CCCCC1)P(C1=CC=C(C=C1)N(C)C)C1CCCCC1